FC(C(=O)O)(F)F.ClC1=CC=C(C2=C1N(C(=N2)N)C)C=2COCC2 7-chloro-4-(2,5-dihydrofuran-3-yl)-1-methyl-benzoimidazol-2-amine trifluoroacetate